N-(5-(5-(difluoromethyl)-1,3,4-oxadiazol-2-yl)pyrimidin-2-yl)-4-(4-(morpholinomethyl)phenyl)-1H-benzo[d]imidazol-6-amine FC(C1=NN=C(O1)C=1C=NC(=NC1)NC=1C=C(C2=C(NC=N2)C1)C1=CC=C(C=C1)CN1CCOCC1)F